NC(C(=O)O)CC=1C=C(C=C(C1)C1=CC=CC=C1)C1=CC=CC=C1 2-amino-3-[1,1':3',1''-terphenyl-5'-yl]-propionic acid